(3S,4r,5R)-1-benzylpiperidine-3,4,5-triol C(C1=CC=CC=C1)N1C[C@@H](C([C@@H](C1)O)O)O